tert-butyl 5-[(3,5-difluorophenyl)methyl]-3-[[4-(2-hydroxyethyl)benzoyl]amino]indazole-1-carboxylate FC=1C=C(C=C(C1)F)CC=1C=C2C(=NN(C2=CC1)C(=O)OC(C)(C)C)NC(C1=CC=C(C=C1)CCO)=O